N1=C2N(C(C13CCNCC3)=O)CCC2 6',7'-dihydro-3'H,5'H-spiro[piperidine-4,2'-pyrrolo[1,2-a]imidazol]-3'-one